C(C1=C(C(=CC(=C1)CC)C(C)(C)C)O)C1=C(C(=CC(=C1)CC)C(C)(C)C)O 2,2'-methylenebis(4-ethyl-6-tertbutylphenol)